C(C)C1OCCN(C1)C1=CC=C(N)C=C1 4-(2-ethylmorpholino)aniline